F[C@@H]1C[C@H](N(C1)C(=O)OC(C)(C)C)C(NC(C1=CC=CC=C1)C1=NC(=C(C=C1)C1(CC1)C)F)=O tert-butyl (2S,4R)-4-fluoro-2-(((6-fluoro-5-(1-methylcyclopropyl)pyridin-2-yl)(phenyl)methyl)carbamoyl)pyrrolidine-1-carboxylate